2-(2-bromo-5-(trifluoromethoxy)phenyl)acetonitrile BrC1=C(C=C(C=C1)OC(F)(F)F)CC#N